BrC=1C(=C(C(N(C1C)C1=CC=C(C=C1)F)=O)C(=O)NC1=CC=C(C=C1)OC1=CC=NC2=CC(=C(N=C12)OC)OC)C 5-bromo-N-[4-[(6,7-dimethoxy-1,5-naphthyridin-4-yl)oxy]phenyl]-1-(4-fluorophenyl)-4,6-dimethyl-2-oxopyridine-3-carboxamide